C(C)(C)(C)[Si](C)(C)OCC1=C(C=CC2=C1C=C(O2)I)F tert-butyl((5-fluoro-2-iodobenzofuran-4-yl)methoxy)dimethylsilane